C(C=C)(=O)N1CCN(CC1)C1=CC=C2C(NC=3C=C(C=CC3C2=C1F)C1=CC=CC2=CC=CC(=C12)Cl)=O 9-(4-acryloylpiperazin-1-yl)-3-(8-chloronaphthalen-1-yl)-10-fluorophenanthridin-6(5H)-one